8-(HYDROXYMETHYL)NAPHTHALENE-2-BORONIC ACID OCC=1C=CC=C2C=CC(=CC12)B(O)O